C(C)(C)(C)N1C=NC(=C1)C(=O)NC1=CC(=C(C=C1)C)C1=CC=2N(C(=C1)N1CCOCC1)N=CC2 1-Tert-butyl-N-{4-methyl-3-[7-(morpholin-4-yl)pyrazolo[1,5-a]pyridin-5-yl]phenyl}imidazole-4-carboxamide